N[C@@H](CO)C(=O)[O-].[Mg+2].N[C@@H](CO)C(=O)[O-] magnesium-serine salt